ClCC1=CN=C(S1)C 5-(Chloromethyl)-2-methylthiazole